[1-[4-(2,2-difluoroethoxy)-1,3,5-triazin-2-yl]-4-methoxy-4-piperidyl]-(9-fluoro-3,5-dihydro-2H-pyrido[3,4-f][1,4]oxazepin-4-yl)methanone FC(COC1=NC(=NC=N1)N1CCC(CC1)(OC)C(=O)N1CCOC2=C(C1)C=NC=C2F)F